CC1=CC(=NN1)NC1=CC(=NC(=N1)NC1C2CC3CC(CC1C3)(C2)O)C(=O)N 6-[(5-methyl-1H-pyrazol-3-yl)amino]-2-[(5-hydroxyadamantan-2-yl)amino]pyrimidine-4-carboxamide